sulfur sodium terephthalate C(C1=CC=C(C(=O)[O-])C=C1)(=O)[O-].[Na+].[S+2]